ClC=1C=C(C=NC1N1C(CCC1)=O)NC(=O)C1CC(C2=C1C=NC=1N2N=C(C1)F)(C)C N-(5-chloro-6-(2-oxopyrrolidin-1-yl)pyridin-3-yl)-2-fluoro-8,8-dimethyl-7,8-dihydro-6H-cyclopenta[e]pyrazolo[1,5-a]pyrimidine-6-carboxamide